ClC1=NC=C(C(=C1)NC1CN(C1)C(=O)OC(C)(C)C)C1=NN(C=C1)CC(F)(F)F tert-Butyl 3-((2-chloro-5-(1-(2,2,2-trifluoroethyl)-1H-pyrazol-3-yl)pyridin-4-yl)amino)azetidine-1-carboxylate